N1(CCOCC1)C1=CC=C(C=C1)B(O)O [4-(morpholin-4-yl)phenyl]boronic acid